ClC1=CC=C(C=C1)C1=NN(CC1C1=CC=CC=C1)C(NS(=O)(=O)C1=CC=C(C=C1)F)=S 3-(4-Chlorophenyl)-N-((4-fluorophenyl)sulfonyl)-4-phenyl-4,5-dihydro-1H-pyrazole-1-carbothioamide